CN(CCOC(=O)OC(C(=O)OCCCCOC(C(CCCCCCCC)CCCCCC)=O)CCC(=O)OCCCCOC(C(CCCCCCCC)CCCCCC)=O)C bis(4-((2-hexyldecanoyl)oxy)butyl) 2-(((2-(dimethylamino)ethoxy)carbonyl)oxy)pentanedioate